octan-1-one oxime C(CCCCCCC)=NO